C(#N)C1=C(C=CC(=C1)C(F)(F)F)N1CCC(CC1)(C(=O)NC[C@H](CO)NC)C=1C=CC(=NC1)C=1C(=NC=CC1)OCC 1-[2-cyano-4-(trifluoromethyl)phenyl]-4-{2'-ethoxy-[2,3'-bipyridine]-5-yl}-N-[(2R)-3-hydroxy-2-(methylamino)propyl]piperidine-4-carboxamide